2-chloro-7-(phenylsulfonyl)-6-(1-((2-(trimethylsilyl)ethoxy)methyl)-1H-pyrazol-3-yl)-7H-pyrrolo[2,3-d]pyrimidine ClC=1N=CC2=C(N1)N(C(=C2)C2=NN(C=C2)COCC[Si](C)(C)C)S(=O)(=O)C2=CC=CC=C2